C(C=C)(=O)OCCCCCCCCOC(=O)C1=C(C(C(=O)O)=CC=C1)C(=O)O acryloyloxyoctyloxycarbonyl-phthalic acid